FC1=C(C(=CC=C1)OC1=C(C=CC=C1)C(F)(F)F)CN1C[C@@H](N([C@@H](C1)C)C(C(C)C)=O)C(=O)NCC1=CC=C(C=C1)C1=NC=CC=N1 (2R,6R)-4-({2-fluoro-6-[2-(trifluoromethyl)phenoxy]phenyl}methyl)-6-methyl-1-(2-methylpropanoyl)-N-{[4-(pyrimidin-2-yl)phenyl]methyl}piperazine-2-carboxamide